[I-].IC(=O)I iodoketone iodide